Cl.FC(C=1C=C2C[C@@H]3[C@@H](NCCC3)C2=CC1)(F)F (4aR,9bR)-7-(trifluoromethyl)-2,3,4,4a,5,9b-hexahydro-1H-indeno[1,2-b]pyridine hydrogen chloride